N-(2-(4,4-difluoropiperidin-1-yl)pyridin-4-yl)-4-(N-(3-methyloxetan-3-yl)sulfamoyl)-2-(6-azaspiro[2.5]oct-6-yl)benzamide FC1(CCN(CC1)C1=NC=CC(=C1)NC(C1=C(C=C(C=C1)S(NC1(COC1)C)(=O)=O)N1CCC2(CC2)CC1)=O)F